2-chloro-N-(4-(3-(3-methoxyphenyl)propenoyl)phenyl)acetamide ClCC(=O)NC1=CC=C(C=C1)C(C=CC1=CC(=CC=C1)OC)=O